(R)-1-(2-chloro-phenyl)-ethanol ClC1=C(C=CC=C1)[C@@H](C)O